The molecule is a benzenedicarboxylic acid that is benzene substituted by carboxy groups at position 1 and 3. One of three possible isomers of benzenedicarboxylic acid, the others being phthalic and terephthalic acids. It is a conjugate acid of an isophthalate(1-). C1=CC(=CC(=C1)C(=O)O)C(=O)O